tert-Butyl ((1R,3S)-3-(7-bromo-1H-imidazo[4,5-c]pyridin-1-yl)cyclohexyl)carbamate BrC=1C2=C(C=NC1)N=CN2[C@@H]2C[C@@H](CCC2)NC(OC(C)(C)C)=O